NC=1NC(C=2N(C(N(C2N1)[C@@H]1O[C@@H]([C@@H]([C@H]1O)O)CO)=O)CCCC)=O 2-Amino-7-butyl-9-((2R,3R,4R,5R)-3,4-dihydroxy-5-(hydroxymethyl)tetrahydrofuran-2-yl)-7,9-dihydro-1H-purine-6,8-dion